BrC=1C(=CC(=C(C1)NC(=O)C1=CNC(C=C1C(F)(F)F)=O)N1C[C@@H](N([C@@H](C1)C)C)C)C N-(5-bromo-4-methyl-2-((3S,5R)-3,4,5-trimethylpiperazin-1-yl)phenyl)-6-oxo-4-(trifluoromethyl)-1,6-dihydropyridine-3-carboxamide